racemic-((5R,9S)-3-(3,4-Difluorophenyl)-2-methyl-4,5,6,7,8,9-hexahydro-2H-5,9-epiminocycloocta[c]pyrazol-10-yl)(quinoxalin-6-yl)methanone FC=1C=C(C=CC1F)C1=C2C(=NN1C)[C@@H]1CCC[C@H](C2)N1C(=O)C=1C=C2N=CC=NC2=CC1 |r|